2-(((1r,2s)-1-amino-2-ethylcyclopentyl)methoxy)-6-methoxy-4-(5-methoxyimidazo[1,2-a]pyridin-3-yl)benzonitrile N[C@]1([C@H](CCC1)CC)COC1=C(C#N)C(=CC(=C1)C1=CN=C2N1C(=CC=C2)OC)OC